2-fluoro-5,9-dimethyl-6-oxo-5,7-dihydropyrido[2,3-d][1]benzazepine-10-carbonitrile FC1=CC2=C(C(C(NC3=C2C=C(C(=C3)C)C#N)=O)C)N=C1